cerium copper cobalt sulfide [Co]=S.[Cu].[Ce]